C(C)OC(C(C)P(=O)(OCC1=CC=CC=C1)OCC1=CC=CC=C1)=O (bis(benzyloxy)phosphoryl)propionic acid ethyl ester